C(C(=O)/C=C\C(=O)[O-])C(=O)[O-] maleylacetate